C1(CCCC1)N(S(=O)(=O)C1=CC(=CC=C1)[N+](=O)[O-])CC=1C=C2CCCN(C2=CC1)CC N-cyclopentyl-N-((1-ethyl-1,2,3,4-tetrahydroquinolin-6-yl)methyl)-3-nitrobenzenesulfonamide